di-(1-naphthyl)methylene(cyclopentadienyl)(2,7-dimethyl-3,6-di-tert-butylfluorenyl)zirconium dichloride [Cl-].[Cl-].C1(=CC=CC2=CC=CC=C12)C(=[Zr+2](C1=C(C(=CC=2C3=CC(=C(C=C3CC12)C)C(C)(C)C)C(C)(C)C)C)C1C=CC=C1)C1=CC=CC2=CC=CC=C12